(2R,5S)-5-(aminomethyl)-2-(4-phenoxyphenyl)-1,4-thiazepan-3-one NC[C@H]1NC([C@H](SCC1)C1=CC=C(C=C1)OC1=CC=CC=C1)=O